C(=O)(O)N(OCC)C(=O)O N,N-dicarboxyethylhydroxylamine